N-(4-(2-(3,4-Dichlorophenyl)propyl)-6-(((R)-1-hydroxy-4-methylpentan-2-yl)amino)-1,3,5-triazin-2-yl)methanesulfonamide ClC=1C=C(C=CC1Cl)C(CC1=NC(=NC(=N1)N[C@@H](CO)CC(C)C)NS(=O)(=O)C)C